(2R,6S)-4-(6-((benzhydryl)amino)pyridazin-3-yl)-2,6-dimethylpiperazine-1-carboxylic acid tert-butyl ester C(C)(C)(C)OC(=O)N1[C@@H](CN(C[C@@H]1C)C=1N=NC(=CC1)NC(C1=CC=CC=C1)C1=CC=CC=C1)C